4-(benzyloxy)-2-naphthoic acid C(C1=CC=CC=C1)OC1=CC(=CC2=CC=CC=C12)C(=O)O